ClC1=CC2=C(C(=N1)N1CC3CCC(C1)N3C(=O)OC(C)(C)C)C(OC2=O)O tert-butyl 3-(6-chloro-3-hydroxy-1-oxo-1,3-dihydrofuro[3,4-c]pyridin-4-yl)-3,8-diazabicyclo[3.2.1]octane-8-carboxylate